NCC1=CC=C(C=C1)NC(=O)C1=CC2=C(OCCC3=C2SC=C3)C=C1C=1C(=NC(=CC1)C(NC(C(C)C)C(C)C)=O)C(=O)O 3-(9-((4-(aminomethyl)phenyl)carbamoyl)-4,5-dihydrobenzo[b]thieno[2,3-d]oxepin-8-yl)-6-((2,4-dimethylpentan-3-yl)carbamoyl)picolinic acid